ClC=1C=C(C#N)C=CC1CCN[C@H](C(=O)C1=CNC2=CC(=CC=C12)C=1C=NN(C1)C)C1=CC=CC=C1 |r| (S)- and (R)-3-chloro-4-(2-((2-(6-(1-methyl-1H-pyrazol-4-yl)-1H-indol-3-yl)-2-oxo-1-phenylethyl)amino)ethyl)benzonitrile